C(C)S(=O)(=O)N=C1[C@@H](C=C(NC=2C(=NC(=C(N2)C)C2=CC=CC=3N(C=NC32)C)C(=O)N)C=C1C)C |o1:7| rel-(R)-3-[4-(ethylsulfonylimino)-3,5-dimethyl-anilino]-5-methyl-6-(1-methylbenzimidazol-4-yl)pyrazine-2-carboxamide